6-Cyclobutoxy-4-(4-fluoro-3-(3-methoxy-5,6,7,8-tetrahydro-[1,2,4]triazolo[4,3-a]pyrazine-7-carbonyl)benzyl)phthalazin-1(2H)-one C1(CCC1)OC=1C=C2C(=NNC(C2=CC1)=O)CC1=CC(=C(C=C1)F)C(=O)N1CC=2N(CC1)C(=NN2)OC